C(#N)C1=C(C=CC=2C(=C(CCCC21)C2=C(C=C(C=C2)Cl)Cl)C2=CC=C(C=C2)CC2CN(C2)CCCF)C(=O)O 4-cyano-8-(2,4-dichlorophenyl)-9-(4-((1-(3-fluoropropyl)azetidin-3-yl)methyl)phenyl)-6,7-dihydro-5H-benzo[7]annulene-3-carboxylic acid